FC(C=1C(=C(C=CC1)[C@@H](C)NC1=C(C(=NC(=N1)C)CC(=O)NN1CCOCC1)C1OCCO1)F)F (R)-2-(6-((1-(3-(difluoromethyl)-2-fluorophenyl)ethyl)amino)-5-(1,3-dioxolan-2-yl)-2-methylpyrimidin-4-yl)-N-morpholinylacetamide